CNC(=O)C=1N(C=NC1)CC=1SC(=CC1)C1=NOC(=N1)C(F)(F)F N-methyl-3-[[5-[5-(trifluoromethyl)-1,2,4-oxadiazol-3-yl]-2-thienyl]methyl]imidazole-4-carboxamide